NC=1C2=C(NC(C1C1=NC3=C(N1)C=C(C=C3)N3CCN(CC3)C)=O)SC=N2 7-amino-6-(6-(4-methylpiperazin-1-yl)-1H-benzo[d]imidazol-2-yl)thiazolo[5,4-b]pyridin-5(4H)-one